NC1=C(C(=NN1C(C(F)(F)F)C)C1=C(C(=C(C=C1)CNC(C1=C(C=CC(=C1)F)OC)=O)F)F)C(=O)N 5-amino-3-[2,3-difluoro-4-[[(5-fluoro-2-methoxy-benzoyl)amino]methyl]phenyl]-1-(2,2,2-trifluoro-1-methyl-ethyl)pyrazole-4-carboxamide